Azido-Fucose C[C@@H]([C@H]([C@H]([C@@H](C(=O)N=[N+]=[N-])O)O)O)O